(R)-6-chloro-3-((1-(3,6-dimethyl-2-(1-methyl-1H-imidazol-2-yl)-4-oxo-3,4-dihydroquinazolin-8-yl)ethyl)amino)picolinic acid ClC1=CC=C(C(=N1)C(=O)O)N[C@H](C)C=1C=C(C=C2C(N(C(=NC12)C=1N(C=CN1)C)C)=O)C